FC(COCCOCCF)F 1,1-difluoro-2-(2-(2-fluoroethoxy)ethoxy)ethane